(3-chlorophenyl){(4E)-4-[3-(4-chloropyridin-2-yl)prop-2-yn-1-ylidene]-3,3-dimethylpiperidin-1-yl}methanone ClC=1C=C(C=CC1)C(=O)N1CC(/C(/CC1)=C/C#CC1=NC=CC(=C1)Cl)(C)C